6-(4-hydroxy-phenyl)-5-[4-(2-piperidin-1-yl-ethoxy)-benzyl]-naphthalen-2-ol OC1=CC=C(C=C1)C=1C(=C2C=CC(=CC2=CC1)O)CC1=CC=C(C=C1)OCCN1CCCCC1